N-((3S,4S)-3-((8-((cyclopentylmethyl)amino)-6-(2,6-dichloro-3,5-dimethoxyphenyl)pyrido[3,4-d]pyrimidin-2-yl)amino)tetrahydro-2H-pyran-4-yl)acrylamide C1(CCCC1)CNC1=NC(=CC2=C1N=C(N=C2)N[C@@H]2COCC[C@@H]2NC(C=C)=O)C2=C(C(=CC(=C2Cl)OC)OC)Cl